C(CCCC)OCCCCCN1C=[N+](C=C1)CCCCCOCCCCC 1,3-bis(5-pentyloxypentyl)imidazolium